(2R,6S)-4-(5-cyanopyrimidin-2-yl)-N-[2-(3,3-dimethylbutyl)-2-azaspiro[3.3]heptan-6-yl]-2,6-dimethylpiperazine-1-carboxamide C(#N)C=1C=NC(=NC1)N1C[C@H](N([C@H](C1)C)C(=O)NC1CC2(CN(C2)CCC(C)(C)C)C1)C